5-amino-thiophene-2-carboxylic acid methyl ester COC(=O)C=1SC(=CC1)N